6-(3-(Fluoromethyl)pyrrolidin-3-yl)-8-methoxy-2-methyl-4-(((R)-1-(2-methyl-3-nitrophenyl)ethyl)amino)pyrido[4,3-d]pyrimidine-7(6H)-one FCC1(CNCC1)N1C=C2C(N=C(N=C2N[C@H](C)C2=C(C(=CC=C2)[N+](=O)[O-])C)C)=C(C1=O)OC